2-(N,5-dimethyl-2-(4-methylphenylsulfonamido)-3-(3-oxoprop-1-yn-1-yl)phenylsulfonamido)-N-(1-methyl-2-oxo-1,2-dihydropyridin-4-yl)acetamide CN(S(=O)(=O)C1=C(C(=CC(=C1)C)C#CC=O)NS(=O)(=O)C1=CC=C(C=C1)C)CC(=O)NC1=CC(N(C=C1)C)=O